FC=1C=C2C(=C(/C(/C2=CC1)=C/C1=CC(=CC=C1)COC1=CC=C(C=C1)C(F)(F)F)C)CC(=O)O 2-[(1Z)-5-fluoro-2-methyl-1-[(3-{[4-(trifluoromethyl)phenoxy]methyl}phenyl)-methylene]-1H-inden-3-yl]acetic acid